ethyl 5-(cyclopropylmethoxy)-2-methylbenzofuran-3-carboxylate C1(CC1)COC=1C=CC2=C(C(=C(O2)C)C(=O)OCC)C1